C1(CC1)S(=O)(=O)NC1=CC=C2C=NC(=NC2=C1)C(=O)NC1=C(C=NC=C1)C1=CN(C=C1)C 7-(cyclopropylsulfonylamino)-N-(3-(1-methyl-1H-pyrrol-3-yl)pyridin-4-yl)quinazoline-2-carboxamide